C(#N)CC=1C(=NC=CN1)S(=O)(=O)NC (cyanomethyl)-N-methylpyrazine-2-sulfonamide